C1(=CC=CC=C1)C1N(N=CC1)C(=O)C1CCN(CC1)C(=O)OC(C)(C)C tert-butyl 4-(3-phenyl-3,4-dihydropyrazole-2-carbonyl)piperidine-1-carboxylate